O1CCN(CC1)C=1C2=C(N=CN1)N(C(=C2)C2=CC=C(C=C2)NS(=O)(=O)C2CCN(CC2)C(=O)OC(C)(C)C)COCC[Si](C)(C)C tert-butyl 4-(N-(4-(4-morpholino-7-((2-(trimethylsilyl)ethoxy)methyl)-7H-pyrrolo[2,3-d]pyrimidin-6-yl)phenyl)sulfamoyl)piperidine-1-carboxylate